tert-butyl-2-((3S)-1-(6-(5-(((((2,2-difluorocyclopropyl)methyl)(methyl)carbamoyl)oxy)methyl)-1-methyl-1H-1,2,3-triazol-4-yl)-2-ethylpyridin-3-yl)-5,5-difluoropiperidin-3-yl)acetate C(C)(C)(C)OC(C[C@@H]1CN(CC(C1)(F)F)C=1C(=NC(=CC1)C=1N=NN(C1COC(N(C)CC1C(C1)(F)F)=O)C)CC)=O